F[C@H]1CN2CC(C([C@@]2(C1)CO)C)=C ((6R,7aS)-6-fluoro-1-methyl-2-methylenetetrahydro-1H-pyrrolizin-7a(5H)-yl)methanol